BrC1=C(C(=CC(=C1)[N+](=O)[O-])OCOC)I 1-bromo-2-iodo-3-(methoxy-methoxy)-5-nitro-benzene